4-(5-chlorothien-2-yl)-3-fluorobenzaldehyde ClC1=CC=C(S1)C1=C(C=C(C=O)C=C1)F